5-methyl-1-phenyl-1,3,4,6-tetrahydro-2,5-benzoxazole CN1CC=C2C(COC2C2=CC=CC=C2)C1